2-((S)-1-Acryloyl-4-((S)-7-(indolin-1-yl)-2-(((S)-1-methylpyrrolidin-2-yl)methoxy)-5,6,7,8-tetrahydroquinazolin-4-yl)piperazin-2-yl)acetonitrile C(C=C)(=O)N1[C@H](CN(CC1)C1=NC(=NC=2C[C@H](CCC12)N1CCC2=CC=CC=C12)OC[C@H]1N(CCC1)C)CC#N